(2S,5R)-6-hydroxy-3-methyl-7-oxo-N-(pyrazin-2-ylmethyl)-1,6-diazabicyclo[3.2.1]oct-3-ene-2-carboxamide ON1[C@@H]2C=C([C@H](N(C1=O)C2)C(=O)NCC2=NC=CN=C2)C